C[C@@H]1N(CC1)C=1N=C(C2=C(N1)CCC2)C=2N=NN(C2)C2COC2 2-[(2S)-2-methylazetidin-1-yl]-4-[1-(oxetan-3-yl)triazol-4-yl]-6,7-dihydro-5H-cyclopenta[d]pyrimidine